4-chloro-2,6-bis(trifluoromethyl)quinazoline ClC1=NC(=NC2=CC=C(C=C12)C(F)(F)F)C(F)(F)F